NC=1N=NC(=CC1N1C[C@H]2CCC(C1)N2C2=CC(=NC=C2)OC2CC(C2)OC2CCN(CC2)C(=O)OC(C)(C)C)Cl tert-butyl 4-((1r,3r)-3-((4-(3-(3-amino-6-chloropyridazin-4-yl)-3,8-diazabicyclo[3.2.1]octan-8-yl)pyridin-2-yl)oxy)cyclobutoxy)piperidine-1-carboxylate